2-((2-fluoro-5-(3-methyl-1,2,4-oxadiazol-5-yl)phenyl)amino)-1-(4-(2-hydroxypropan-2-yl)indolin-1-yl)ethan-1-one FC1=C(C=C(C=C1)C1=NC(=NO1)C)NCC(=O)N1CCC2=C(C=CC=C12)C(C)(C)O